C1(CC1)NC(=O)C1=CC=C(C=N1)OC1CN(C1)C(=O)OC(C)(C)C tert-butyl 3-((6-(cyclopropylcarbamoyl)pyridin-3-yl)oxy)azetidine-1-carboxylate